6-Amino-3-(4'-chloro-3-hydroxy-1',2'-dihydrospiro[cyclopentane-1,3'-pyrrolo[2,3-b]pyridin]-5'-yl)-2-fluoro-N,N-dimethylbenzamide NC1=CC=C(C(=C1C(=O)N(C)C)F)C=1C(=C2C(=NC1)NCC21CC(CC1)O)Cl